4-trans-hydroxyproline N1[C@@H](C[C@@H](O)C1)C(=O)O